C1=CC=C(C(=C1)C(=O)O)SSC2=CC=CC=C2C(=O)O 2,2-Dithiodibenzoic acid